COS(=O)(=O)CC1CCC(CC1)N(C)C(=O)OC(C)(C)C ((1R,4R)-4-((tert-Butoxycarbonyl)(methyl)amino)cyclohexyl)methanesulfonic acid methyl ester